37-((tert-butoxycarbonyl)amino)-2,5,8,11,14,17,20,23,26,29,32-undecaoxa-35-thiaoctatriacontan-38-oic acid C(C)(C)(C)OC(=O)NC(CSCCOCCOCCOCCOCCOCCOCCOCCOCCOCCOCCOC)C(=O)O